CO[C@@H]1CC[C@H](CC1)CN1C(CNC=2C1=NC(=CN2)C=2C(=NC(=CC2)C2=NNC=N2)C)=O 1-((trans-4-methoxycyclohexyl)methyl)-7-(2-methyl-6-(1H-1,2,4-triazol-3-yl)pyridin-3-yl)-3,4-dihydropyrazino[2,3-b]pyrazin-2(1H)-one